FC(C(C)(C)O)(F)C=1C(=C(C=CC1)[C@@H](C)NC1=NC(=NC2=CC3=C(C=C12)N(C(C3(OC)CC)=O)C)C)F 4-(((R)-1-(3-(1,1-difluoro-2-hydroxy-2-methylpropyl)-2-fluorophenyl)ethyl)amino)-8-ethyl-8-methoxy-2,6-dimethyl-6,8-dihydro-7H-pyrrolo[2,3-g]quinazolin-7-one